NC(C(O)C1=CC=C(O1)C(=O)N1CCN(CC1)C1=NC=C(C=N1)C(F)(F)F)C (5-(2-amino-1-hydroxypropyl)furan-2-yl)(4-(5-(trifluoromethyl)pyrimidin-2-yl)piperazin-1-yl)methanone